FC=1C(=CC(=C(C(=O)OC)C1)NC1=C(C(=C(C=C1)OC(F)(F)F)F)C=O)C(F)(F)F methyl 5-fluoro-2-((3-fluoro-2-formyl-4-(trifluoromethoxy)phenyl)amino)-4-(trifluoromethyl)benzoate